CC1=CC=CC=2N(C(N(C21)C2=NC=C(N=C2C)C2=C1C(=CN=C2)NN=C1C)=O)CC(=O)NCC(F)(F)F 2-[4-methyl-3-[3-methyl-5-(3-methyl-1H-pyrazolo[3,4-c]pyridin-4-yl)pyrazin-2-yl]-2-oxo-benzimidazol-1-yl]-N-(2,2,2-trifluoroethyl)acetamide